2-methyl-5-((2-(trifluoromethyl)pyridin-3-yl)methoxy)benzofuran-3-carboxylic acid CC=1OC2=C(C1C(=O)O)C=C(C=C2)OCC=2C(=NC=CC2)C(F)(F)F